O[C@@H]1CO[C@H]2[C@@H]1OC[C@H]2OC2=CC=C(C=C2)C=2N(C(C(=CN2)NCCCC2=CC=CC=C2)=O)CC(=O)OCCCC butyl 2-(2-(4-(((3R,3aR,6R,6aR)-6-hydroxyhexahydrofuro[3,2-b]furan-3-yl)oxy)phenyl)-6-oxo-5-((3-phenylpropyl)amino)pyrimidin-1(6H)-yl)acetate